C(CCCCCCCCCCCCC)(=O)ON1C(CCC1=O)=O 2,5-dioxopyrrolidin-1-yl tetradecanoate